C(C)(=O)OCCC Acetic acid, propyl ester